N-(2-(3,4-dichlorophenyl)-2-methylpropyl)quinolin-2-amine ClC=1C=C(C=CC1Cl)C(CNC1=NC2=CC=CC=C2C=C1)(C)C